C(CC1=CC=CC=C1)C(=O)O deaminophenylalanine